tert-Butyl 2-amino-6-fluoro-benzoate NC1=C(C(=O)OC(C)(C)C)C(=CC=C1)F